COC1=C2CCC(C2=CC=C1C)NC(=O)C=1C(NC(=CC1)C(F)(F)F)=O N-(4-methoxy-5-methyl-2,3-dihydro-1H-inden-1-yl)-2-oxo-6-(trifluoromethyl)-1,2-dihydropyridine-3-carboxamide